chloro-5'-methoxy-6-methyl-(4,4'-bipyridine)-3-carboxylic acid benzyl ester C(C1=CC=CC=C1)OC(=O)C=1C(=NC(=CC1C1=CC=NC=C1OC)C)Cl